CC(C(=O)O)(C)N1C(N(C2=C(C1=O)C(=C(S2)C=2OC=CN2)C)CCOC2CCOCC2)=O 2-methyl-2-[5-methyl-1-[2-(oxacyclohex-4-yloxy)ethyl]-6-(1,3-oxazol-2-yl)-2,4-dioxo-1H,2H,3H,4H-thieno[2,3-d]pyrimidin-3-yl]propionic acid